ClC1=C(C=C(C=C1)F)C1=C(C2=C(N=C(N=C2)NC2=CC(=C(C=C2)N2CCN(CC2)C)C)N(C1=O)C1CCC(CC1)NC(CC)=O)C N-((1S,4S)-4-(6-(2-chloro-5-fluorophenyl)-5-methyl-2-((3-methyl-4-(4-methylpiperazin-1-yl)phenyl)amino)-7-oxopyrido[2,3-d]pyrimidin-8(7H)-yl)cyclohexyl)propanamide